COC1=CC=C(C=C1)N1CCN(CC1)C(=O)C1=CC2=C(S1)C1=CC=CC=C1C(=C2)B(O)O (2-(4-(4-Methoxyphenyl)piperazine-1-carbonyl)naphtho[1,2-b]thiophen-5-yl)boronic acid